p-bromoacetanilide CC(=O)NC1=CC=C(C=C1)Br